CC1=CC=C(C=C1)S(=O)(=O)OCCOCCCC=1C=C2C(N(C(C2=CC1)=O)C1C(NC(CC1)=O)=O)=O 2-[3-[2-(2,6-dioxo-3-piperidyl)-1,3-dioxo-isoindolin-5-yl]propoxy]ethyl 4-methylbenzenesulfonate